C1(CC1)CNC1=C(C=C(C=C1)S(=O)(=O)CC)C=1C=C(C(N(C1)C)=O)OC 5-[2-(cyclopropylmethylamino)-5-ethylsulfonylphenyl]-3-methoxy-1-methylpyridin-2-one